2-(4-(((3-chlorophenyl)amino)methyl)phenyl)-N-(1-(tetrahydro-2H-pyran-4-yl)piperidin-4-yl)-1-(2,2,2-trifluoroethyl)-1H-indol-4-amine ClC=1C=C(C=CC1)NCC1=CC=C(C=C1)C=1N(C=2C=CC=C(C2C1)NC1CCN(CC1)C1CCOCC1)CC(F)(F)F